O[C@H]([C@H](C)OC1=C(C(=CC=C1)OC)O)C=1C=NC(=CC1)OC 2-(((1s,2s)-1-hydroxy-1-(6-methoxypyridin-3-yl)propan-2-yl)oxy)-6-methoxyphenol